NC1(CCN(CC1)C1=NC(=C2C(=N1)NN=C2C2=C(C(=NC=C2)Cl)Cl)C#N)C2=CC=CC=C2 6-(4-amino-4-phenylpiperidin-1-yl)-3-(2,3-dichloropyridin-4-yl)-1H-pyrazolo[3,4-d]pyrimidine-4-carbonitrile